N-(2-Chloro-3-(3'-chloro-5-(hydroxymethyl)-6-methoxy-[2,4'-bipyridin]-2'-yl)phenyl)-1-methyl-4,5,6,7-tetrahydro-1H-imidazo[4,5-c]pyridine-2-carboxamide ClC1=C(C=CC=C1C1=NC=CC(=C1Cl)C1=NC(=C(C=C1)CO)OC)NC(=O)C=1N(C2=C(CNCC2)N1)C